1-((3r,5r,7r)-adamantan-1-yl)-N-methylmethanamine C12(CC3CC(CC(C1)C3)C2)CNC